9,10-bis(piperidin-1-ylmethyl)anthracene methyl-trans-2-octenoate COC(\C=C\CCCCC)=O.N1(CCCCC1)CC=1C2=CC=CC=C2C(=C2C=CC=CC12)CN1CCCCC1